OC[C@@H](CC#N)CCC (R)-3-(hydroxymethyl)hexanenitrile